2,6-difluoro-N-(8-methoxyquinolin-2-yl)-3-(piperazin-1-yl)benzamide FC1=C(C(=O)NC2=NC3=C(C=CC=C3C=C2)OC)C(=CC=C1N1CCNCC1)F